CN(/C=C/C1=C(C(N(C=C1)C1=CC=C(C=C1)F)=O)C#N)C (E)-4-(2-(dimethylamino)vinyl)-1-(4-fluorophenyl)-2-oxo-1,2-dihydropyridine-3-carbonitrile